BrC=1C=NC(=NC1)C1=C(C(N(C=C1)C)=O)C 4-(5-bromopyrimidin-2-yl)-1,3-dimethylpyridin-2(1H)-one